(3aR,6S,7aS)-acetic acid, 3a,4,5,6,7,7a-hexahydro-1H-4,7-methanoinden-6-yl ester C(C)(=O)OC1CC2C3C=CCC3C1C2